tert-Butyl-4-(4-(2-(3-amino-7-hydroxy-6,7-dihydro-5H-cyclopenta[b]thieno[3,2-e]pyridine-2-carboxamido)ethyl)phenyl)piperazine Selenium [Se].C(C)(C)(C)N1CCN(CC1)C1=CC=C(C=C1)CCNC(=O)C1=C(C=2C=C3C(=NC2S1)C(CC3)O)N